3,5-bis((E)-3-hydroxy-4-methoxybenzylidene)tetrahydro-4H-pyran-4-one OC=1C=C(\C=C\2/COC\C(\C2=O)=C/C2=CC(=C(C=C2)OC)O)C=CC1OC